ClC1=CC=C2C(=N1)N(N=C2C(=O)N(CC2=CC=C(C=C2)OC)C[C@H](C)O)C2OCCCC2 6-Chloro-N-((S)-2-hydroxypropyl)-N-(4-methoxybenzyl)-1-(tetrahydro-2H-pyran-2-yl)-1H-pyrAzolo[3,4-b]pyridine-3-carboxamide